1-[3-(1-hydroxyethyl)-6-[6-(6-methylpyridazin-3-yl)benzimidazol-1-yl]-2-pyridyl]-5-methyl-pyrazole-3-carbonitrile OC(C)C=1C(=NC(=CC1)N1C=NC2=C1C=C(C=C2)C=2N=NC(=CC2)C)N2N=C(C=C2C)C#N